C(#N)C1CN(CC1C1=CC(=CC=C1)N1CCN(CC1)C1=CC2=C(N(C(N2CC2=CC=C(C=C2)OC)=O)C2C(N(C(CC2)=O)CC2=CC=C(C=C2)OC)=O)C=C1)C(=O)[O-] 3-cyano-4-(3-(4-(3-(4-methoxybenzyl)-1-(1-(4-methoxybenzyl)-2,6-dioxopiperidin-3-yl)-2-oxo-2,3-dihydro-1H-benzo[d]imidazol-5-yl)piperazin-1-yl)phenyl)pyrrolidine-1-carboxylate